N-(4-(5-methylfuran-2-yl)-5-(4-methylquinazolin-6-yl)pyrimidin-2-yl)cyclopropylcarboxamide CC1=CC=C(O1)C1=NC(=NC=C1C=1C=C2C(=NC=NC2=CC1)C)NC(=O)C1CC1